N1CCC(CC1)C(=O)N1C2C3=C(C(CC1)C2)C=CC(=C3)C3=CC=C(C=C3)C(F)(F)F (±)-Piperidin-4-yl(8-(4-(trifluoromethyl)phenyl)-1,3,4,5-tetrahydro-2H-1,5-methanobenzo[c]azepin-2-yl)methanone